C(C)(C)(C)OC(=O)N[C@H](C(=O)O)[C@@H](C)OC=1C(=NC=CC1)[N+](=O)[O-] (2S,3R)-2-(tert-butoxycarbonylamino)-3-(2-nitropyridin-3-yloxy)-butyric acid